OC1(CC1)C(=O)O 1-hydroxy-1-cyclopropanecarboxylic acid